(S)-1-(3-aminopiperidin-1-yl)-2-fluoro-5,6,7,8,9,10-hexahydrocyclohepta[b]indole-4-carboxamide N[C@@H]1CN(CCC1)C1=C2C3=C(NC2=C(C=C1F)C(=O)N)CCCCC3